N(=[N+]=[N-])[C@](COC)(C)C1=CN=C(C2=CN=C(C=C12)Cl)OC (R)-4-(2-azido-1-methoxypropan-2-yl)-6-chloro-1-methoxy-2,7-naphthyridine